ClC1=CC(=NC(=C1)Cl)C(=O)NC1=CC(=C(C=C1)C)C 4,6-dichloro-N-(3,4-dimethylphenyl)picolinamide